Cl.N[C@@H]1CC[C@H](CC1)C(=O)OC trans-methyl 4-aminocyclohexanecarboxylate hydrochloride